[5-(3,5-dimethylisoxazol-4-yl)-3-methoxy-2-pyridinyl]-5-methyl-3-phenyl-isoxazole-4-carboxamide CC1=NOC(=C1C=1C=C(C(=NC1)NC(=O)C=1C(=NOC1C)C1=CC=CC=C1)OC)C